N5-[3-chloro-2-[2-(hydroxymethyl)-1-piperidyl]phenyl]-N2,N2-dimethyl-thiophene-2,5-disulfonamide ClC=1C(=C(C=CC1)NS(=O)(=O)C1=CC=C(S1)S(=O)(=O)N(C)C)N1C(CCCC1)CO